N-(4,4-difluorocyclohexyl)-2-(4-fluoro-1H-pyrazol-1-yl)-6-morpholinopyrimidin-4-amine FC1(CCC(CC1)NC1=NC(=NC(=C1)N1CCOCC1)N1N=CC(=C1)F)F